FCCOC[C@H]1CN(CCN1C1=NC=CC=N1)C1=NC=C(C=N1)/C=C/C=1C=CC(=NC1)C1=CN=CO1 (R,E)-5-(5-(2-(2-(3-((2-fluoroethoxy)methyl)-4-(pyrimidin-2-yl)piperazin-1-yl)pyrimidin-5-yl)vinyl)pyridin-2-yl)oxazole